[Si](C)(C)(C(C)(C)C)OCCN1CC(C1)N1C(C[C@H](C1)C1=C(C(=CC=C1OCOC)Cl)Cl)=O (4S)-1-(1-[2-[(tert-butyldimethylsilyl)oxy]ethyl]azetidin-3-yl)-4-[2,3-dichloro-6-(methoxymethoxy)phenyl]pyrrolidin-2-one